FC=1C(=NC=C(C1)C#N)N(C([O-])=O)C(=O)OC(C)(C)C N-(3-fluoro-5-cyanopyridin-2-yl)-N-[(2-methylpropan-2-yl)oxycarbonyl]carbamate